C1=CC=C(C=2OC3=C(C21)C=CC=C3)C3=C(C=CC=C3)NC3=CC=2C(C1=CC=CC=C1C2C=C3)(C)C N-(2-(dibenzo[b,d]furan-4-yl)phenyl)-9,9-dimethyl-9H-fluorene-2-amine